FC1=C(C=C(C=C1)OC)C=1C=CC2=C(O[C@H](CO2)CO)C1 (S)-(7-(2-fluoro-5-methoxyphenyl)-2,3-dihydrobenzo[b][1,4]dioxin-2-yl)methanol